2,4-dimethyl-1,7-diamino-heptane CC(CN)CC(CCCN)C